C(#N)C=1C=C(C=C(C1C=1C=NN(C1)C1CCN(CC1)CCOC)F)NC(CC1=NC(=CC=C1)C(F)(F)F)=O N-(3-cyano-5-fluoro-4-(1-(1-(2-methoxyethyl)piperidin-4-yl)-1H-pyrazol-4-yl)phenyl)-2-(6-(trifluoromethyl)pyridin-2-yl)acetamide